6-Fluoro-3-(piperazin-1-yl)-1,2-benzisothiazole FC1=CC2=C(C(=NS2)N2CCNCC2)C=C1